[(1r,4s)-4-hydroxy-4-(trifluoromethyl)cyclohexyl]-4-azaspiro[2.5]octane-7-carboxamide OC1(CCC(CC1)C1CC12NCCC(C2)C(=O)N)C(F)(F)F